6-METHOXY-3,4-DIHYDRO-1H-ISOQUINOLIN COC=1C=C2CCNCC2=CC1